(R or S)-2-(3-(ethoxy-methyl)-3-(4-fluoro-phenethyl)pyrrolidin-1-yl)-1-(6-methylpyridin-3-yl)ethan-1-one C(C)OC[C@]1(CN(CC1)CC(=O)C=1C=NC(=CC1)C)CCC1=CC=C(C=C1)F |o1:4|